2-{[(2S,3S)-3-({2-[(4-cyano-2-fluorophenoxy)methyl]pyrimidin-4-yl}oxy)-2-methylazetidin-1-yl]methyl}-1-{[(2S)-oxetan-2-yl]methyl}-1H-1,3-benzodiazole-6-carboxylic acid C(#N)C1=CC(=C(OCC2=NC=CC(=N2)O[C@@H]2[C@@H](N(C2)CC2=NC3=C(N2C[C@H]2OCC2)C=C(C=C3)C(=O)O)C)C=C1)F